fluoro-N-(3-fluoro-4-(4-ethylpiperazin-1-yl)phenyl)-4-(1-propyl-1H-pyrazol-4-yl)pyrimidin-2-amine FC=1C(=NC(=NC1)NC1=CC(=C(C=C1)N1CCN(CC1)CC)F)C=1C=NN(C1)CCC